N-(3-fluoro-5-chlorobenzyl)-3-(2-(pyridin-2-yl)vinyl)-1H-indazol-5-amine FC=1C=C(CNC=2C=C3C(=NNC3=CC2)C=CC2=NC=CC=C2)C=C(C1)Cl